6-Chloro-3-[[(1R)-1-[2-(2,3-difluorophenyl)-3,6-dimethyl-4-oxo-chromen-8-yl]ethyl]amino]-N-methylsulfonyl-pyridine-2-carboxamide ClC1=CC=C(C(=N1)C(=O)NS(=O)(=O)C)N[C@H](C)C=1C=C(C=C2C(C(=C(OC12)C1=C(C(=CC=C1)F)F)C)=O)C